C1(CCCCC1)N(C1=CC=C2C=NC(=NC2=C1)CSC1CCOCC1)C 7-(Cyclohexyl(methyl)amino)-2-(((tetrahydro-2H-pyran-4-yl)thio)methyl)quinazolin